ClC1=C(C=C(C=C1)C#N)C=1NC2=CC(=C(C(=C2C(C1)=O)F)C1=CC(=NC=C1)C(=O)O)F 4-(2-(2-chloro-5-cyanophenyl)-5,7-difluoro-4-oxo-1,4-dihydroquinolin-6-yl)picolinic acid